C(C(C)C)C1=CC=C(C=C1)C=1C=C2CCC3(C(C2=CC1)NC(O[C@@H]1CN2CCC1CC2)=O)CC3 (S)-quinuclidin-3-yl (6'-(4-isobutylphenyl)-3',4'-dihydro-1'H-spiro[cyclopropane-1,2'-naphthalen]-1'-yl)carbamate